2,3-dichloro-N-(4-(N-(3-chloro-2-methylphenyl)sulfamoyl)phenyl)benzenesulfonamide ClC1=C(C=CC=C1Cl)S(=O)(=O)NC1=CC=C(C=C1)S(NC1=C(C(=CC=C1)Cl)C)(=O)=O